FS(CC(C1=CC=CC=C1)(C1=CC=CC=C1)OCCC=C=C)(F)(F)(F)F Pentafluoro-(2-(penta-3,4-dien-1-yloxy)-2,2-diphenylethyl)-λ6-sulfan